(2E,4E)-11,11-dimethyldodeca-2,4-dienoic acid CC(CCCCC/C=C/C=C/C(=O)O)(C)C